prop-2-yn-1-yl (CIS)-2-((((CIS)-4-isopropylcyclohexyl) oxy)methyl)-3-(1H-pyrazol-3-yl)piperidine-1-carboxylate C(C)(C)[C@H]1CC[C@H](CC1)OC[C@@H]1N(CCC[C@@H]1C1=NNC=C1)C(=O)OCC#C